7-methyl-2-(methylsulfinyl)-7,9-dihydro-8H-purin-8-one CN1C(NC2=NC(=NC=C12)S(=O)C)=O